NCCOC1=C(C=CC=C1)O (2-aminoethoxy)phenol